FC=1C=C(C=C(C1OC1=CC=NC2=CC(=C(C=C12)OC)OCCO)F)NC(C1=C(C=CC=C1F)F)=O N-(3,5-difluoro-4-((7-(2-hydroxyethoxy)-6-methoxyquinolin-4-yl)oxy)phenyl)-2,6-difluorobenzamide